METHYL 2-CHLORO-4-(4-CYCLOPROPYL-3-PHENYLISOTHIAZOLE-5-CARBOXAMIDO)BENZOATE ClC1=C(C(=O)OC)C=CC(=C1)NC(=O)C1=C(C(=NS1)C1=CC=CC=C1)C1CC1